4-bromo-1-(4-chloro-3-methylphenyl)-1H-pyrazole BrC=1C=NN(C1)C1=CC(=C(C=C1)Cl)C